NCC1N(CCC2=C1C(=NN2C2=CC=C(C=C2)C(C)C)OC(C(=O)O)F)C(=O)OC(C)(C)C (rac)-2-((4-(aminomethyl)-5-(tert-butoxycarbonyl)-1-(4-isopropylphenyl)-4,5,6,7-tetrahydro-1H-pyrazolo[4,3-c]pyridin-3-yl)oxy)-2-fluoroacetic acid